[Si](C)(C)(C(C)(C)C)OCC1(CC1)CN1N=C(C=C1)CCN 2-(1-((1-(((tert-butyldimethylsilyl)oxy)methyl)cyclopropyl)methyl)-1H-pyrazol-3-yl)ethan-1-amine